3-(5-(3-(4-(azetidin-3-yl)phenyl)-2-oxoimidazolidin-1-yl)-1-oxoisoindolin-2-yl)piperidine-2,6-dione N1CC(C1)C1=CC=C(C=C1)N1C(N(CC1)C=1C=C2CN(C(C2=CC1)=O)C1C(NC(CC1)=O)=O)=O